N=1N(C=C2C=CC=CC12)C1=CC=C(C=C1)NC=1C(=NN(C1)C1=C(C=CC=C1Cl)Cl)C(=O)N 4-((4-(2H-indazol-2-yl)phenyl)amino)-1-(2,6-dichlorophenyl)-1H-pyrazole-3-carboxamide